C[Si](C)(C)COCCN1C(C2=CC=CC=C2C1=O)=O 2-[2-(trimethylsilylmethoxy)ethyl]isoindoline-1,3-dione